S1C(=NCC1)NCCC(=O)O 3-[(4,5-dihydro-1,3-thiazol-2-yl)amino]-propanoic acid